1-(3-isopropoxyphenyl)-3-[4-(4-pyridinylmethyl)phenyl]-2,4-imidazolidinedione C(C)(C)OC=1C=C(C=CC1)N1C(N(C(C1)=O)C1=CC=C(C=C1)CC1=CC=NC=C1)=O